bromo-2'-oxospiro[cyclopentane-1,3'-indoline]-5'-carboxylic acid methyl ester COC(=O)C=1C=C2C3(C(N(C2=CC1)Br)=O)CCCC3